OC1=CC=CC=2C=3C=C4C(=CC3C(C12)=O)C=CC=C4 1-hydroxy-11H-benzo[b]fluoren-11-one